C1(=CC=CC=C1)C=1N=C(NC1)C1N(CCCC1)C(=O)C1CC1 2-(2-(4-phenyl-1H-imidazol-2-yl)piperidine-1-carbonyl)cyclopropane